C(C)(C)(C)OC(=O)N1CC=C(CC1)C1=C(C=CC=C1)OC(F)(F)F.FC(OC1=C(C=CC=C1)C1CCN(CC1)C(=O)OC(C)(C)C)(F)F tert-butyl 4-(2-(trifluoromethoxy)phenyl)piperidine-1-carboxylate tert-butyl-4-(2-(trifluoromethoxy)phenyl)-5,6-dihydropyridine-1(2H)-carboxylate